C(C=C)(=O)OC(CCCCCCC)CC Decan-8-yl acrylate